tert-butyl 4-(4-(2-chloro-5-cyano-3-((8-cyano-4-(cyclopropylamino)pyrazolo[1,5-a][1,3,5]triazin-2-yl)amino)phenyl)piperazin-1-yl)piperidine-1-carboxylate ClC1=C(C=C(C=C1NC1=NC=2N(C(=N1)NC1CC1)N=CC2C#N)C#N)N2CCN(CC2)C2CCN(CC2)C(=O)OC(C)(C)C